N-(4-decylphenyl)-4,7-diazaspiro[2.5]octane-7-carboxamide hydrochloride Cl.C(CCCCCCCCC)C1=CC=C(C=C1)NC(=O)N1CCNC2(CC2)C1